BrCC1=CC=C(C=C1)C1(N=N1)C(F)(F)F 3-[4-(bromomethyl)phenyl]-3-(trifluoromethyl)-3H-diazirine